ClC=1N=C(SC1C=1C(=NN2C1N=C(C=C2C(CC)CC)C)C)N2CCOCC2 4-(4-chloro-5-(2,5-dimethyl-7-(pent-3-yl)pyrazolo[1,5-a]pyrimidin-3-yl)thiazol-2-yl)morpholin